C(C=C)OC(CCS(=O)(=O)O)O allyloxyhydroxypropylsulfonic acid